(3,4-dihydroxybenzylidene)-1H-indene-1,3(2H)-dione OC=1C=C(C=C2C(C3=CC=CC=C3C2=O)=O)C=CC1O